dimethylaminoisopropyl-tetramethyl-disilazane CN(C)[SiH](N([Si](C)(C)C)C)C(C)C